OC[C@](C)(O)[C@H]1CN(CCC1)C(=O)OCC1=CC=CC=C1 |&1:2| Benzyl (3R)-3-[(2RS)-1,2-dihydroxypropan-2-yl]piperidine-1-carboxylate